4-(2-methylbut-3-yn-2-yl)piperazine-1-carboxylic acid tert-butyl ester C(C)(C)(C)OC(=O)N1CCN(CC1)C(C)(C#C)C